methoxy-2,4-dimethyl-1,2,3,6-tetrahydro-1,1'-biphenyl COC1(C(CC(=CC1)C)C)C1=CC=CC=C1